NC(C(=O)O)C(C)(C)C 2-amino-3,3-Dimethylbutanoic acid